N-(2-bromoethyl)methanesulfonamide BrCCNS(=O)(=O)C